1-[(5-bromo-1,3,4-thiadiazol-2-yl)methyl]-3-ethyl-5-methyl-imidazolidine-2,4-dione BrC1=NN=C(S1)CN1C(N(C(C1C)=O)CC)=O